N-((3-fluoro-5-(methylthio)pyridin-2-yl)methyl)-2-methoxy-5-nitro-3-phenylpyridin-4-amine FC=1C(=NC=C(C1)SC)CNC1=C(C(=NC=C1[N+](=O)[O-])OC)C1=CC=CC=C1